C(CC(=C)C)C=CC(=C)C isopentenyl-3-methylbutadiene